2-((3R,5R,6S)-5-(3-Chlorophenyl)-6-(4-chlorophenyl)-1-((S)-1-((cyclobutylmethyl)sulfonyl)butan-2-yl)-3-methyl-2-oxopiperidin-3-yl)acetic Acid ClC=1C=C(C=CC1)[C@H]1C[C@](C(N([C@@H]1C1=CC=C(C=C1)Cl)[C@H](CS(=O)(=O)CC1CCC1)CC)=O)(C)CC(=O)O